C1(=CC=CC2=CC=C3C=C4C=CC=CC4=CC3=C12)C(CCC)CC 4-tetraphenylhexane